6-((4-(((2-oxopyrrolidin-3-yl)amino)methyl)benzyl)thio)pyridine-3,5-dicarbonitrile O=C1NCCC1NCC1=CC=C(CSC2=C(C=C(C=N2)C#N)C#N)C=C1